8-((2,3-dihydro-1H-pyrrolo[3,2-b]pyridin-1-yl)methyl)-N,N-dimethyl-2-morpholino-4-oxo-4H-chromene-6-carboxamide N1(CCC2=NC=CC=C21)CC=2C=C(C=C1C(C=C(OC21)N2CCOCC2)=O)C(=O)N(C)C